methyl (4-((5-chloro-4-(1-isopropyl-1H-pyrazol-4-yl)pyrimidin-2-yl)amino)-3-methoxybenzoyl)-L-valinate ClC=1C(=NC(=NC1)NC1=C(C=C(C(=O)N[C@@H](C(C)C)C(=O)OC)C=C1)OC)C=1C=NN(C1)C(C)C